CC(C)(C)S(=O)(=O)C=1C(=CC=2N(C1)C(=CN2)C2=CC(=NC(=C2)F)N)OCC 4-[6-[(1,1-dimethylethyl)sulfonyl]-7-ethoxyimidazo[1,2-a]pyridin-3-yl]-6-fluoro-2-pyridinamine